methyl 2-chloro-6-methyl-5-nitropyridine-3-carboxylate ClC1=NC(=C(C=C1C(=O)OC)[N+](=O)[O-])C